COC=1C=C(CN(C2=CC=C(CN3C(CNCC3)=O)C=C2)CC2=CC=C(C=C2)N2CCOCC2)C=CC1 1-(4-((3-methoxybenzyl)(4-morpholinobenzyl)amino)benzyl)piperazin-2-one